C12(CC3CC(CC(C1)C3)C2)NC=2N(C(CN2)=O)C 2-(1-adamantylamino)-1-methyl-4H-imidazol-5-one